FC1=C(C=C(C=C1)C1(CC1)NC[C@]1(N(CCC1)C(=O)OC(C)(C)C)C)C(F)(F)F tert-butyl (S)-2-(((1-(4-fluoro-3-(trifluoromethyl) phenyl) cyclopropyl) amino) methyl)-2-methylpyrrolidine-1-carboxylate